FC(CCN1CC(C1)NC(=O)OC(CCCCCCCCCCCCCCCCCCC(=O)O)CCCCCCCCCCCCCCCCCCC(=O)O)(F)F.FC=1C=C(C=C(C1OC)F)C(=O)N1C2=C(OC3(CC3)C1)C=CC=C2 (3,5-difluoro-4-methoxyphenyl)(spiro[benzo[b][1,4]oxazine-2,1'-cyclopropane]-4(3H)-yl)methanone 2-(((1-(3,3,3-Trifluoropropyl)azetidin-3-yl)carbamoyl)oxy)propane-1,3-diyl-distearate